Tert-butyl (4-((2,3-dihydro-1H-inden-2-yl)carbamoyl)-6-((2-methoxyphenyl)amino)-pyrimidin-2-yl)carbamate C1C(CC2=CC=CC=C12)NC(=O)C1=NC(=NC(=C1)NC1=C(C=CC=C1)OC)NC(OC(C)(C)C)=O